C1(CC1)C=1N=NN(C1)[C@H](C(=O)N1[C@@H](C[C@H](C1)O)C=1SC2=C(N1)C=C(C=C2)C(F)(F)F)C(C)C (S)-2-(4-cyclopropyl-1H-1,2,3-triazol-1-yl)-1-((2S,4r)-4-hydroxy-2-(5-(trifluoromethyl)benzo[d]thiazol-2-yl)pyrrolidin-1-yl)-3-methylbutan-1-one